1-octadecyl-2-(9Z-nonadecenoyl)-glycero-3-phosphoserine CCCCCCCCCCCCCCCCCCOC[C@H](COP(=O)(O)OC[C@@H](C(=O)O)N)OC(=O)CCCCCCC/C=C\CCCCCCCCC